O=C1NC(CCC1N1C(C2=CC(=C(C=C2C1=O)CN1CCN(CC1)C1=CC=C(C=C1)N1N=C2C(=CC=CC2=C1)C(=O)N)F)=O)=O 2-(4-(4-((2-(2,6-dioxopiperidin-3-yl)-6-fluoro-1,3-dioxoisoindoline-5-yl)methyl)piperazin-1-yl)phenyl)-2H-indazole-7-carboxamide